COC=C1CCC(CC1)(C#N)C 4-(methoxymethylene)-1-methylcyclohexane-1-carbonitrile